CC1(OCC(O1)CCO)C 2-(2,2-dimethyl-1,3-dioxolan-4-yl)ethan-1-ol